N1C=NC(=C1)CN1N=C(C=2C1=NC=NC2N)CC2=CC=CC1=CC=CC=C21 1-((1H-imidazol-4-yl)methyl)-3-(naphthalen-1-ylmethyl)-1H-pyrazolo[3,4-d]pyrimidin-4-amine